1-(4-aminophenyl)-3-[3-(trifluoromethyl)phenyl]urea NC1=CC=C(C=C1)NC(=O)NC1=CC(=CC=C1)C(F)(F)F